C(=O)NNC(CN1N=CC2=NC=C(C=C21)C2=CC(=CC=C2)C(F)(F)F)=O N'-Formyl-2-(6-(3-(trifluoromethyl)phenyl)-1H-pyrazolo[4,3-b]pyridin-1-yl)acetohydrazide